1-[1-(2-fluoroacryloyl)azetidin-3-yl]-7-[(3-hydroxy-3-methylazetidin-1-yl)carbonyl]-3-[4-(trifluoromethyl)phenyl]-2,3-dihydro-1H-imidazo[4,5-b]pyridin-2-one FC(C(=O)N1CC(C1)N1C(N(C2=NC=CC(=C21)C(=O)N2CC(C2)(C)O)C2=CC=C(C=C2)C(F)(F)F)=O)=C